CC1=NC2=CC=C(C=C2C(N1C1=CC=CC=C1)=O)CN1CCC(CC1)C=1C=C2CN(C(C2=CC1)=O)C1C(NC(CC1)=O)=O 3-(5-(1-((2-methyl-4-oxo-3-phenyl-3,4-dihydroquinazolin-6-yl)methyl)piperidin-4-yl)-1-oxoisoindolin-2-yl)piperidine-2,6-dione